CCC#CCC 1,4-dimethyl-2-butyne